7-(Tert-butoxy)-3,4-dihydroquinolin-2(1H)-one C(C)(C)(C)OC1=CC=C2CCC(NC2=C1)=O